N-[(3-amino-4-formylphenyl)methyl]-N-(2-methanesulfonylpyridin-3-yl)-2-(trifluoromethyl)pyrimidine-5-carboxamide NC=1C=C(C=CC1C=O)CN(C(=O)C=1C=NC(=NC1)C(F)(F)F)C=1C(=NC=CC1)S(=O)(=O)C